6-chloro-3-(((R)-1-(3,6-dimethyl-2-((RS)-3-(6-methylpyridin-3-yl)piperidin-1-yl)-4-oxo-3,4-dihydroquinazolin-8-yl)ethyl)amino)-N-(methylsulfonyl)picolinamide ClC1=CC=C(C(=N1)C(=O)NS(=O)(=O)C)N[C@H](C)C=1C=C(C=C2C(N(C(=NC12)N1C[C@H](CCC1)C=1C=NC(=CC1)C)C)=O)C |&1:29|